FC(OC1=C(C=C(C=C1)SC)C1=C(C=NN1COCC[Si](C)(C)C)N)F 5-[2-(difluoromethoxy)-5-(methylsulfanyl)phenyl]-1-[[2-(trimethylsilyl)ethoxy]methyl]-1H-pyrazol-4-amine